4-(8-fluoro-4-(((1s,3s)-3-(methylamino)cyclobutyl)amino)-2-((tetrahydro-1H-Pyrrolizin-7a(5H)-yl)methoxy)pyrido[4,3-d]pyrimidin-7-yl)naphthalen-2-ol bis(2,2,2-trifluoroacetate) FC(C(=O)O)(F)F.FC(C(=O)O)(F)F.FC1=C(N=CC2=C1N=C(N=C2NC2CC(C2)NC)OCC21CCCN1CCC2)C2=CC(=CC1=CC=CC=C21)O